2-[(2S)-1-[3-ethyl-7-[[6-[2-[2-[2-[2-[2-[2-[2-(4-piperidyloxy)ethoxy]ethoxy]ethoxy]ethoxy]ethoxy]ethoxy]ethoxy]-3-pyridyl]methylamino]pyrazolo[1,5-a]pyrimidin-5-yl]-2-piperidyl]ethanol C(C)C=1C=NN2C1N=C(C=C2NCC=2C=NC(=CC2)OCCOCCOCCOCCOCCOCCOCCOC2CCNCC2)N2[C@@H](CCCC2)CCO